2-[1-[(4-fluorophenyl)methyl]-5-oxo-3-phenylpyrrolidin-2-yl]-N-methylsulfonylacetamid FC1=CC=C(C=C1)CN1C(C(CC1=O)C1=CC=CC=C1)CC(=O)NS(=O)(=O)C